ClC1=NC=C(C(=C1)CCl)CCl 2-Chloro-4,5-bis(chloromethyl)pyridine